rac-5-bromo-3-((1S*,2S*)-2-(4-methylpyrimidin-2-yl)cyclopropane-1-carboxamido)picolinamide BrC=1C=C(C(=NC1)C(=O)N)NC(=O)[C@@H]1[C@H](C1)C1=NC=CC(=N1)C |r|